4-(fluorophenyl)piperidine didodecyl-3,3'-thiodipropanoate C(CCCCCCCCCCC)OC(CCSCCC(=O)OCCCCCCCCCCCC)=O.FC1=C(C=CC=C1)C1CCNCC1